2-chloro-4-((1-methyl-2-oxo-3-((1-(2,2,2-trifluoroethyl)piperidin-2-yl)methyl)-2,3-dihydro-1H-benzo[d]imidazol-5-yl)amino)nicotinonitrile ClC1=C(C#N)C(=CC=N1)NC1=CC2=C(N(C(N2CC2N(CCCC2)CC(F)(F)F)=O)C)C=C1